(R)-2-((4-(3-nonyl-3H-diazirin-3-yl)butanoyl)oxy)-3-(palmitoyloxy)propyl (2-(trimethylammonio)ethyl) phosphate P(=O)(OC[C@@H](COC(CCCCCCCCCCCCCCC)=O)OC(CCCC1(N=N1)CCCCCCCCC)=O)(OCC[N+](C)(C)C)[O-]